CC1(C(C1C=CC)C(=O)O)C 2,2-dimethyl-3-(1-propenyl)cyclopropanecarboxylic acid